FC(CN1C[C@@H](N(CC1)CC1=C2C=CNC2=C(C=C1OC)C)C1=CC(=C(C(=O)O)C=C1)OC)F (S)-4-(4-(2,2-Difluoroethyl)-1-((5-methoxy-7-methyl-1H-indol-4-yl)methyl)piperazin-2-yl)-2-methoxybenzoic acid